(S)-5-(2-chlorophenoxy)-3-((1-(2,2-difluorobenzo[d][1,3]dioxol-4-yl)ethyl)amino)-4H-benzo[e][1,2,4]thiadiazine 1,1-dioxide ClC1=C(OC2=CC=CC3=C2NC(=NS3(=O)=O)N[C@@H](C)C3=CC=CC=2OC(OC23)(F)F)C=CC=C1